7-methyl-8-[4-(pyrrolidine-1-carbonyl)phenyl]-2-sulfanyl-3H-pyrazolo[1,5-a][1,3,5]triazin-4-one CC1=NN2C(N=C(NC2=O)S)=C1C1=CC=C(C=C1)C(=O)N1CCCC1